2-(4-chlorophenylmethyl)-3-(4-chlorophenyl)-6-(2-methyloxyeth-2-yl)isoindolin-1-one ClC1=CC=C(C=C1)CN1C(C2=CC(=CC=C2C1C1=CC=C(C=C1)Cl)C(C)OC)=O